[Cd].ClC=1N=C2N(C=C(C=C2)N2CCOCC2)C1 (2-chloroimidazo[1,2-a]pyridin-6-yl)morpholine cadmium